C(C)OC(=O)C=1C(N(C(N(N1)C(C)C)=O)C1=CC=CC=C1)=O 2-isopropyl-3,5-dioxo-4-phenyl-2,3,4,5-tetrahydro-1,2,4-triazine-6-carboxylic acid ethyl ester